2-(3-methoxy-3-oxoprop-1-en-1-yl)pyrrolidine-1-carboxylate COC(C=CC1N(CCC1)C(=O)[O-])=O